S1N=CC(=C1)/C=C/C(=O)OC(C)(C)C tert-butyl (E)-3-isothiazol-4-ylprop-2-enoate